NCC1=NC=CC=C1N1N=C(C=C1)C(C)(C)O 2-(1-(2-(aminomethyl)pyridin-3-yl)-1H-pyrazol-3-yl)propan-2-ol